5-((1S)-1-(tetrahydro-2H-pyran-4-yl)ethoxy)-8-methyl-2-(3-methyl-1-benzofuran-2-yl)quinoline-4-carboxylic acid sodium [Na].O1CCC(CC1)[C@H](C)OC1=C2C(=CC(=NC2=C(C=C1)C)C=1OC2=C(C1C)C=CC=C2)C(=O)O